ClC=1C=C(C(=NC1)OC=1C(=C(C=NC1)CC=1C=CC(=NC1)NS(NC)(=O)=O)C)F 5-[[5-[(5-chloro-3-fluoro-2-pyridyl)oxy]-4-methyl-3-pyridyl]methyl]-N-(methylsulfamoyl)pyridin-2-amine